ClC1=C(C=C(C=C1)C1CCC(CC1)C1=CC(=C(C=C1F)NC1C(NC(CC1)=O)=O)OC)F 3-((4-((1r,4r)-4-(4-Chloro-3-fluorophenyl)cyclohexyl)-5-fluoro-2-methoxyphenyl)amino)piperidine-2,6-dione